Cl.O=C1N(CC=2C=C3C(=CC12)OCC31CCNCC1)C1C(NC(CC1)=O)=O 3-(7-oxo-5,7-dihydro-2H,6H-spiro[furo[2,3-f]isoindole-3,4'-piperidin]-6-yl)piperidine-2,6-dione hydrochloride